ClC1=NC2=CC(=CC=C2C(=N1)NCC1COCC1)[C@H]1[C@@H]([C@@H]([C@H](O1)COP(=O)(O)CP(O)(O)=O)O)O [({[(2R,3S,4R,5S)-5-[2-chloro-4-[(oxolan-3-ylmethyl)amino]quinazolin-7-yl]-3,4-dihydroxyoxolan-2-yl]methoxy}(hydroxy)phosphoryl)methyl]phosphonic acid